C\C(=C/CO)\C=C\C=C(\C=C\C1=C(CCCC1(C)C)C)/C (2E,4E,6E,8E)-3,7-dimethyl-9-(2,6,6-trimethylcyclohexen-1-yl)nona-2,4,6,8-tetraene-1-ol